1-(2-deoxy-2-fluoro-β-D-arabinofuranosyl)dihydro-2,4(1h,3h)-pyrimidinedione F[C@@H]1[C@@H](O[C@@H]([C@H]1O)CO)N1C(NC(CC1)=O)=O